CNS(=O)(=O)C1=CC=C(C=C1)CN1C=NC2=CC=C(C=C2C1=O)OC1=CC(=NC=C1)C=1C=NN(C1)C N-methyl-4-([6-{[2-(1-methylpyrazol-4-yl)-4-pyridyl]oxy}-4-oxo-quinazolin-3-yl]methyl)benzenesulfonamide